2-chloro-N-[1-(6-methylpyridin-3-yl)-1H-indazol-4-yl]-5-([(trifluoroacetyl)amino]methyl)benzamide ClC1=C(C(=O)NC2=C3C=NN(C3=CC=C2)C=2C=NC(=CC2)C)C=C(C=C1)CNC(C(F)(F)F)=O